CC(C=O)CC1=CC=CC=C1 2-METHYL-3-PHENYLPROPANAL